O1C(=CC(C2=CC=CC=C12)=O)C(=O)[O-].[Na+].NCCN(CC(C)O)CCO 1-[2-aminoethyl-(2-hydroxyethyl)amino]propan-2-ol sodium chromonate